N-Formimino-L-glutamic acid C(=N)N[C@@H](CCC(=O)O)C(=O)O